CC(C#N)CC 2-methyl-butyronitrile